(S)-4-amino-7-fluoro-N,1-dimethyl-N-(6-(trifluoromethoxy)-2,3-dihydrobenzofuran-3-yl)imidazo[1,5-a]quinoxaline-8-carboxamide NC=1C=2N(C3=CC(=C(C=C3N1)F)C(=O)N([C@@H]1COC3=C1C=CC(=C3)OC(F)(F)F)C)C(=NC2)C